C(CCCCC(C)C)OC(=O)C1C(CCCC1)C(=O)OCCCCCC(C)C cyclohexane-1,2-dicarboxylic acid diisooctyl ester